5-[(3S)-2-(3,3-difluoro-2,2-dimethylpropionyl)-1,2-oxazolidin-3-yl]-2-(difluoromethyl)benzonitrile FC(C(C(=O)N1OCC[C@H]1C=1C=CC(=C(C#N)C1)C(F)F)(C)C)F